4-amino-N1,N7-bis((3-hydroxy-1,6-dimethyl-4-oxo-1,4-dihydropyridin-2-yl)methyl)-4-(3-(((3-hydroxy-1,6-dimethyl-4-oxo-1,4-dihydropyridin-2-yl)methyl)amino)-3-oxopropyl)heptanediamide NC(CCC(=O)NCC=1N(C(=CC(C1O)=O)C)C)(CCC(=O)NCC=1N(C(=CC(C1O)=O)C)C)CCC(=O)NCC=1N(C(=CC(C1O)=O)C)C